NC1=NC=NN2C1=C(C=C2C=2C=C(C(=NC2)OC)C(=O)N[C@@H]2CN(C[C@@H]2F)C(C2=CC(=CC=C2)F)=O)C(F)(F)F 5-[4-amino-5-(trifluoromethyl)pyrrolo[2,1-f][1,2,4]triazin-7-yl]-N-[(3R,4S)-4-fluoro-1-(3-fluorobenzoyl)pyrrolidin-3-yl]-2-methoxypyridine-3-carboxamide